C(#N)C=1C=CC2=C(N(C(=N2)NC([C@@H](C(C)C)C)=O)C2CCC2)C1 (R)-N-(6-cyano-1-cyclobutyl-1H-benzo[d]imidazol-2-yl)-2,3-dimethylbutanamide